(R)-2-(6-Bromo-1H-pyrazolo[4,3-b]pyridin-1-yl)-1-(3-fluoropyrrolidin-1-yl)ethan-1-one BrC=1C=C2C(=NC1)C=NN2CC(=O)N2C[C@@H](CC2)F